ClC1=C(C(=NC2=CC(=C(C=C12)Cl)OC)C)C1=CC=C(C=C1)C1=CC=C(C=C1)OCC(F)(F)F 4,6-dichloro-7-methoxy-2-methyl-3-(4'-(trifluoroethoxy)-[1,1'-biphenyl]-4-yl)quinoline